CC1=NN2C(=NC(=CC2=N1)NC(=O)[C@H]1NCCC1)C=1OC(=CC1)C (2S)-N-[2-methyl-5-(5-methylfuran-2-yl)-[1,2,4]triazolo[1,5-c]pyrimidin-7-yl]pyrrolidine-2-carboxamide